4-methoxyphenol sulfate S(=O)(=O)(O)OC1=CC=C(C=C1)OC